sodium bis(dithiocarboxylate) C(=S)[S-].C(=S)[S-].[Na+].[Na+]